ethyl (2E)-2-(p-tolylsulfonylhydrazono)acetate C1(=CC=C(C=C1)S(=O)(=O)N\N=C\C(=O)OCC)C